(S)-3-((6-chloro-3-fluoro-4-(morpholinomethyl)pyridin-2-yl)amino)piperidine-1-carboxylic acid tert-butyl ester C(C)(C)(C)OC(=O)N1C[C@H](CCC1)NC1=NC(=CC(=C1F)CN1CCOCC1)Cl